NC1=C(C(=NN1C1C(CN(CC1)C)(F)F)C1=CC=C(C=C1)CNC(C1=C(C=CC(=C1)F)OC)=O)C(=O)N 5-Amino-1-(3,3-difluoro-1-methyl-4-piperidinyl)-3-[4-[[(5-fluoro-2-methoxy-benzoyl)amino]methyl]phenyl]pyrazole-4-carboxamide